FC(OC1=NC=CC(=C1)CNC(=O)N[C@@H]1C[C@H](CC1)C(F)(F)F)F 1-[[2-(difluoro-methoxy)pyridin-4-yl]methyl]-3-[(1S,3S)-3-(trifluoromethyl)cyclopentyl]urea